tert-butyl (2-(3,5-dichloro-4-((5-cyclobutyl-6-oxo-1,6-dihydropyridin-3-yl)oxy)phenyl)-3,5-dioxo-2,3,4,5-tetrahydro-1,2,4-triazin-6-yl)carbamate ClC=1C=C(C=C(C1OC1=CNC(C(=C1)C1CCC1)=O)Cl)N1N=C(C(NC1=O)=O)NC(OC(C)(C)C)=O